quercetin 3'-O-sulfate S(=O)(=O)(O)OC=1C=C(C=2OC=3C=C(C=C(C3C(C2O)=O)O)O)C=CC1O